methyl (1r,4r)-4-(5-(imidazo[1,2-b]pyridazin-3-ylcarbamoyl)-6-methoxy-2H-indazol-2-yl)cyclohexane-1-carboxylate N=1C=C(N2N=CC=CC21)NC(=O)C2=CC1=CN(N=C1C=C2OC)C2CCC(CC2)C(=O)OC